6-BROMO-4-IODOISOQUINOLINE BrC=1C=C2C(=CN=CC2=CC1)I